The molecule is a lignan isolated from Saururus cernuus and Saururus chinensis and has been shown to exhibit antineoplastic activity. It has a role as a metabolite and an antineoplastic agent. It is a dimethoxybenzene, a member of benzodioxoles, a lignan, a member of oxolanes and a secondary alcohol. C[C@@H]1[C@H]([C@H](O[C@@H]1C2=CC(=C(C=C2)O[C@H](C)[C@@H](C3=CC4=C(C=C3)OCO4)O)OC)C5=CC(=C(C=C5)O[C@H](C)[C@@H](C6=CC(=C(C=C6)OC)OC)O)OC)C